C(C)(C)(C)OC(=O)N1CCC2(CC(C2)Br)CC1.C(C1=CC=CC=C1)N1CCC(CC1)CC1C(C2=CC(=C(C=C2C1)OC)OC)=O 1-benzyl-4-[(5,6-dimethoxyindanone-2-yl)methyl]Piperidine tert-butyl-2-bromo-7-azaspiro[3.5]nonane-7-carboxylate